7-amino-4-{[(3S)-hexahydropyridin-3-yl]oxy}-6-(3-methoxy-2,6-dimethylphenyl)furo[2,3-d]pyrrolo[2,3-b]pyridine-8-carboxamide NC1=C(C=2C(=NC(=C3C2OC=C3)O[C@@H]3CNCCC3)N1C1=C(C(=CC=C1C)OC)C)C(=O)N